CN(C)CCCCl.Cl 3-chloro-N,N-dimethyl-1-propanamine hydrochloride